FC1=C(C(=CC=C1)F)C=1N=C(SC1)\C=C\C1=CC=C(C=C1)F (E)-4-(2,6-difluorophenyl)-2-p-fluorostyrylthiazole